O1CCC(=CC1)C1=C(C=C(C=2NC(=NC21)NC(=O)C2=CC=C(C=C2)C(=O)N(C)C)OC)F N4-[4-(3,6-dihydro-2H-pyran-4-yl)-5-fluoro-7-methoxy-1H-1,3-benzodiazol-2-yl]-N1,N1-dimethylbenzene-1,4-dicarboxamide